C[C@H]1N(C[C@H]1N1CCN(CC1)C(C=C)=O)C1=NC(=NC(=C1)N1CCC(CC1)C1=C(C=NN1C1COC1)C)C(F)(F)F 1-(4-((2R,3R)-2-methyl-1-(6-(4-(4-methyl-1-(oxetan-3-yl)-1H-pyrazol-5-yl)piperidin-1-yl)-2-(trifluoromethyl)pyrimidin-4-yl)azetidin-3-yl)piperazin-1-yl)prop-2-en-1-one